BrC1=C(SC2=C1N=C(N(C2=O)C([2H])([2H])[2H])C21CCC(CC2)(CC1)C1NNN(C1)C[Si](C)(C)C)C 7-Bromo-6-methyl-3-(trideuteriomethyl)-2-(4-{1-[(trimethylsilyl)methyl]-1,2,3-triazacyclopentan-4-yl}bicyclo[2.2.2]octan-1-yl)-3,4-dihydrothieno[3,2-d]pyrimidin-4-one